ClC=1C=C(N)C=C(C1OC1=CC2=C(N=C3OCCCN32)C=C1)Cl 3,5-dichloro-4-((3,4-dihydro-2H-benzo[4,5]imidazo[2,1-b][1,3]oxazin-7-yl)oxy)aniline